2-((4-((4-Cyanophenyl)ethynyl)phenyl)amino)-2-oxoacetic acid C(#N)C1=CC=C(C=C1)C#CC1=CC=C(C=C1)NC(C(=O)O)=O